ClC=1C=C2C(=NC1OC)C=C(N2C)C2=NN(C(=N2)C(COC)O)CC2=CC=C(C=C2)OC 1-(3-(6-chloro-5-methoxy-1-methyl-1H-pyrrolo[3,2-b]pyridin-2-yl)-1-(4-methoxybenzyl)-1H-1,2,4-triazol-5-yl)-2-methoxyethanol